8-(methylsulfonyl)-1,4-dioxaspiro[4.5]Decane CS(=O)(=O)C1CCC2(OCCO2)CC1